COC=1C=C(C=CC1OC)C1=NOC(=C1)C1=CC(=CC=C1)F 3-(3,4-Dimethoxyphenyl)-5-(3-fluorophenyl)isoxazole